4-(4-(bis(4-fluorophenyl)methyl)piperazin-1-yl)-6-bromo-1-methyl-2-oxo-1,2-dihydro-1,5-naphthyridine-3-carboxylic acid ethyl ester C(C)OC(=O)C=1C(N(C2=CC=C(N=C2C1N1CCN(CC1)C(C1=CC=C(C=C1)F)C1=CC=C(C=C1)F)Br)C)=O